(R)-(3-Aminopiperidin-1-yl)(2-(1-(cyclopropylmethyl)-6-fluoro-1H-indol-2-yl)-3,4-dihydro-5-oxa-1,2a-diazaacenaphthylen-7-yl)methanon N[C@H]1CN(CCC1)C(=O)C=1C=C2OCCN3C(=NC(C1)=C32)C=3N(C2=CC(=CC=C2C3)F)CC3CC3